CC1=C(C(=O)P(C2=CC=CC=C2)=O)C(=CC(=C1)C)C (2,4,6-trimethyl-benzoyl)phenyl-phosphine oxide